FC1=C(CN2C(N(C(C3=C2SC(=C3CN(C)C)C3=CC=C(C=C3)NC(=O)NOC)=O)C=3N=NC(=CC3)OCC(F)F)=O)C(=CC=C1)F 1-(4-(1-(2,6-difluorobenzyl)-3-(6-(2,2-difluoroethoxy)pyridazin-3-yl)-5-((dimethylamino)methyl)-2,4-dioxo-1,2,3,4-tetrahydrothieno[2,3-d]pyrimidin-6-yl)phenyl)-3-methoxyurea